tert-butyl (1S,3aR,6aS)-octahydrocyclopenta[c]pyrrole-1-carboxylate oxalate C(C(=O)O)(=O)O.[C@@H]1(NC[C@H]2[C@@H]1CCC2)C(=O)OC(C)(C)C